C1C(O1)CC2=CC(=C(C(=C2N)CC3CO3)CC4CO4)O TriGlycidyl-p-aminophenol